ClC1=CC2=C(N=CN(C2=O)CC2(CCN(CC2)C(=O)C2=CN=C(O2)C2CC2)O)N1C=1C=CC2=C(CCO2)C1 6-Chloro-3-((1-(2-cyclopropyloxazole-5-carbonyl)-4-hydroxypiperidin-4-yl)methyl)-7-(2,3-dihydrobenzofuran-5-yl)-3,7-dihydro-4H-pyrrolo[2,3-d]pyrimidin-4-one